2-(bromomethyl)-4-chloro-1-methoxybenzene BrCC1=C(C=CC(=C1)Cl)OC